S(=O)(=O)([O-])[O-].[Mg+2].[K+] potassium magnesium sulfate salt